heneicosyl methacrylate C(C(=C)C)(=O)OCCCCCCCCCCCCCCCCCCCCC